C1(CC1)C1=C(N=NC(=C1)C1=C(C=CC(=C1)F)F)NC1C[C@@H]2[C@@H](CN(C2)C([2H])([2H])C2CCOCC2)C1 (3aR,5s,6aS)-N-(4-cyclopropyl-6-(2,5-difluorophenyl)pyridazin-3-yl)-2-((tetrahydro-2H-pyran-4-yl)methyl-d2)octahydrocyclopenta[c]pyrrol-5-amine